C12C(CC(CC1)CO[Si](OC)(OC)C)O2 4-epoxycyclohexyl-methyl-trimethoxysilane